1-[3-(4-Chloro-2-methyl-2H-pyrazol-3-yl)-4-hydroxy-phenyl]-3-(4-chloro-phenyl)-urea ClC1=C(N(N=C1)C)C=1C=C(C=CC1O)NC(=O)NC1=CC=C(C=C1)Cl